C(CC(CCCCCC)=O)=O nonane-1,3-dione